ClC=1C=NN2C1C(C(CC2)=CC2=C(C=CC=C2)C=2N=CN(C2)C(C2=CC=CC=C2)(C2=CC=CC=C2)C2=CC=CC=C2)=O 3-chloro-5-(2-(1-trityl-1H-imidazol-4-yl)benzylidene)-6,7-dihydropyrazolo[1,5-a]pyridin-4(5H)-one